P(=O)(OCC(COC(CC(F)(F)F)(F)F)COC(CC(F)(F)F)(F)F)(F)F (3-pentafluoropropoxy-2-((pentafluoropropoxy) methyl) propyl) difluorophosphate